N-(5-(3-cyanopicolinoyl)-5,6-dihydro-4H-pyrrolo[3,4-d]thiazol-2-yl)-4-(2-methoxyphenyl)-6-methylnicotinamide C(#N)C=1C(=NC=CC1)C(=O)N1CC=2N=C(SC2C1)NC(C1=CN=C(C=C1C1=C(C=CC=C1)OC)C)=O